FC=1C=C(C=C(C1OCC(C)=O)C)C=1C(CC(NN1)=O)C 6-[3-fluoro-5-methyl-4-(2-oxopropoxy)phenyl]-5-methyl-4,5-dihydro-2H-pyridazin-3-one